FC=1C=C(C=CC1C(NCCC)=O)B(O)O 3-FLUORO-4-(PROPYLCARBAMOYL)BENZENEBORONIC ACID